C12C(CCCCCC)(O1)O2 bis-epoxyoctane